N-{[2-fluoro-5-(trifluoromethoxy)phenyl]methyl}-2-methoxy-5-[2-(2-methylpropanamidyl)imidazo[1,2-b]pyridazin-6-yl]pyridine-3-carboxamide FC1=C(C=C(C=C1)OC(F)(F)F)CNC(=O)C=1C(=NC=C(C1)C=1C=CC=2N(N1)C=C(N2)NC(C(C)C)=O)OC